methyl-6-amino-3-bromo-2-fluorobenzamide CC1=C(C(=C(C(=O)N)C(=C1)N)F)Br